C(C)OC1=CC=C(C=C1)C1=CC(=NC=C1)C(=O)N(N)CC1=C(C=CC=C1)F 4-(4-ethoxyphenyl)-N-(2-fluorobenzyl)picolinohydrazide